CC=1C=2N(C=CC1)N=C(C2)[C@H]2N(CCC1=C2N=CN1)C1=NC=CC(=N1)C(O)C1=CC=CC=C1 (2-((S)-4-(4-methylpyrazolo[1,5-a]pyridin-2-yl)-1,4,6,7-tetrahydro-5H-imidazo[4,5-c]pyridin-5-yl)pyrimidin-4-yl)(phenyl)methanol